tert-butyl ((3R,4R)-1-(4-(3'-chloro-5-fluoro-2-methoxy-4'-(3-methyl-2-oxo-2,3-dihydro-1H-imidazol-1-yl)-[1,1'-biphenyl]-3-yl)pyridin-2-yl)-4-hydroxypyrrolidin-3-yl)carbamate ClC=1C=C(C=CC1N1C(N(C=C1)C)=O)C1=C(C(=CC(=C1)F)C1=CC(=NC=C1)N1C[C@H]([C@@H](C1)O)NC(OC(C)(C)C)=O)OC